1-(3-((2,2'-dimethyl-3'-(3-((pyridin-2-ylmethyl)amino)propoxy)-[1,1'-biphenyl]-3-yl)oxy)propyl)pyrrolidin-3-ol CC1=C(C=CC=C1OCCCN1CC(CC1)O)C1=C(C(=CC=C1)OCCCNCC1=NC=CC=C1)C